6-(1-methyl-1H-pyrazol-4-yl)-N-(1-methyl-3-(pyridin-2-yl)-1H-pyrazol-4-yl)picolinamide CN1N=CC(=C1)C1=CC=CC(=N1)C(=O)NC=1C(=NN(C1)C)C1=NC=CC=C1